COC=1C=C2C(=CC=NC2=CC1OCCCN1CCOCC1)OC=1C=CC(=NC1)NC(C1=NC=CC(=C1)C1=CC=CC=C1)=O N-(5-((6-Methoxy-7-(3-morpholinopropoxy)chinolin-4-yl)oxy)pyridin-2-yl)-4-phenylpicolinamid